The molecule is an ammonium ion resulting from the protonation of the non-acylated nitrogen of N(1),N(8)-bis(coumaroyl)-spermidine. The major species at pH 7.3. It has a role as a plant metabolite. It is an ammonium ion derivative and an organic cation. It is a conjugate acid of a N(1),N(8)-bis(coumaroyl)spermidine. C1=CC(=CC=C1/C=C/C(=O)NCCCC[NH2+]CCCNC(=O)/C=C/C2=CC=C(C=C2)O)O